S1CNC(CCC1)=O 1,3-thiazepan-4-one